FC=1C=C(C=CC1F)C1=NN(C(=C1O)C)C 3-(3,4-difluorophenyl)-1,5-dimethyl-pyrazol-4-ol